[Na].C(CCC)C1=CC=CC=2NN=NC21 butyl-benzotriazole sodium salt